C(C)(C)(C)OC(=O)N(C(OC(C)(C)C)=O)C1=NC=CC(=C1F)CC=1C=NC=C(C1C)NC1=C(C=C(C=C1)Cl)OC tert-butyl N-tert-butoxycarbonyl-N-[4-[[5-(4-chloro-2-methoxy-anilino)-4-methyl-3-pyridyl]methyl]-3-fluoro-2-pyridyl]carbamate